N1C=CC2=C(C=CC=C12)NC(NC1=CC=C(C=C1)NC(NC1=C2C=CNC2=CC=C1)=S)=S 3-(1H-indol-4-yl)-1-(4-{[(1H-indol-4-yl)carbamothioyl]amino}phenyl)thiourea